2,3,5-trifluoro-4-(methoxymethoxy)benzaldehyde FC1=C(C=O)C=C(C(=C1F)OCOC)F